C1(=CC=C(C=C1)N(C(OC(C)(C)C)=O)C1=C(C=CC=C1)I)N(C(OC(C)(C)C)=O)C1=C(C=CC=C1)I Di-tert-butyl 1,4-phenylenebis((2-iodophenyl)carbamate)